C12(CC3CC(CC(C1)C3)C2)NS(=O)(=O)C2=CC=C(CCNC(C)=O)C=C2 N-(4-(N-((3R,5R)-adamantan-1-yl)sulfamoyl)phenethyl)acetamide